Methyl 7-(3-(5-((4-(3-(((benzyloxy)carbonyl)amino)-2-hydroxypropyl)-6-fluoro-1-tosyl-1H-indol-5-yl)oxy)-2-fluorophenyl)-1H-pyrazol-1-yl)-7-(3-bromophenyl)-2,2-dimethylheptanoate C(C1=CC=CC=C1)OC(=O)NCC(CC1=C2C=CN(C2=CC(=C1OC=1C=CC(=C(C1)C1=NN(C=C1)C(CCCCC(C(=O)OC)(C)C)C1=CC(=CC=C1)Br)F)F)S(=O)(=O)C1=CC=C(C)C=C1)O